2-Methoxy-4-methyl-N-(4-methylpentyl)-1H-imidazole-1-carboxamide COC=1N(C=C(N1)C)C(=O)NCCCC(C)C